4-methyl-6,7,8,9-tetrahydro-4H-pyrimido[1,2-a][1,3,5]triazin-2-amine hydrochloride Cl.CC1N=C(N=C2N1CCCN2)N